COC1=C(C=CC=C1)C(C(=O)NC=1SC(=C(C1C(=O)OC)C)C(N)=O)CC methyl 2-(2-(2-methoxyphenyl) butanamido)-5-carbamoyl-4-methylthiophene-3-carboxylate